OC1=C(C2=C(C=3CCCOC13)C(=C(C(O2)=O)CC(N2CCCC2)=O)C)C=O 6-Hydroxy-1-methyl-3-oxo-2-(2-oxo-2-(pyrrolidin-1-yl)ethyl)-3,8,9,10-tetrahydropyrano[3,2-f]Chromen-5-carbaldehyde